CC1=CC=C(C=C1)S(=O)(=O)[O-].CC1=CC=C(C=C1)S(=O)(=O)[O-].C(COCCC1=[N+](CCC2=CC=CC=C12)C)OCCC1=[N+](CCC2=CC=CC=C12)C 1,1'-[ethane-1,2-diylbis(oxyethane-2,1-diyl)]bis(2-methyl-3,4-dihydroisoquinolinium) bis(4-methylbenzenesulfonate)